1-methyl-inden-1-carboxamide CC1(C=CC2=CC=CC=C12)C(=O)N